FC1=C(C=NN1COCC[Si](C)(C)C)C=1C=C(C(=O)O)C=CC1 3-(5-fluoro-1-((2-(trimethylsilyl)ethoxy)methyl)-1H-pyrazol-4-yl)benzoic acid